FC(CN1C(=CC=2C1=NC(=CC2)CC)C=2N=C1N(C(=CC(=C1)C=O)OC)C2C)F [2-[1-(2,2-difluoroethyl)-6-ethylpyrrolo[2,3-b]pyridin-2-yl]-5-methoxy-3-methylimidazo[1,2-a]pyridin-7-yl]methanone